O1CCC2=C1C=C(C=C2)NC2=NC=C(C(=N2)N2C=C(C=C2)C(=O)NC(CO)C2=CC=CC=C2)C 1-(2-((2,3-dihydrobenzofuran-6-yl)amino)-5-methylpyrimidin-4-yl)-N-(2-hydroxy-1-phenylethyl)-1H-pyrrole-3-carboxamide